rac-8-((3,5-difluorophenyl)sulfonyl)-3-(2-oxa-6-azaspiro[3.3]heptan-6-yl)-1-oxa-8-azaspiro[4.5]decane FC=1C=C(C=C(C1)F)S(=O)(=O)N1CCC2(C[C@H](CO2)N2CC3(COC3)C2)CC1 |r|